C1(=CC=CC=C1)CCCCCCC=1C=C(C=CC1)C1=CC=CC=C1 3'-(6-phenyl-n-hexyl)-1,1'-biphenyl